tert-butyl (5S)-5-({8-carbamoyl-6-chloropyrido[3,2-d]pyrimidin-4-yl} amino)-3,3-difluoropiperidine-1-carboxylate C(N)(=O)C1=CC(=NC2=C1N=CN=C2N[C@H]2CC(CN(C2)C(=O)OC(C)(C)C)(F)F)Cl